C(C1=CC=CC=C1)NC=1C=2N(N=C(C1)N[C@@H](CO)CC)C(=NN2)C2=CC=CC=C2 (2R)-2-[[8-(benzylamino)-3-phenyl-[1,2,4]triazolo[4,3-b]pyridazin-6-yl]amino]butan-1-ol